4-[(4,4-difluoropiperidin-1-yl)methyl]piperidin FC1(CCN(CC1)CC1CCNCC1)F